L-3,4-dihydroxy-L-phenylalanine OC=1C=C(C[C@H](N)C(=O)O)C=CC1O